N-[4-([4-[3-(3-Aminoprop-1-yn-1-yl)-5-fluorophenyl]piperazin-1-yl]sulfonyl)phenyl]-2-(N-methylmethanesulfonamido)benzamide NCC#CC=1C=C(C=C(C1)F)N1CCN(CC1)S(=O)(=O)C1=CC=C(C=C1)NC(C1=C(C=CC=C1)N(S(=O)(=O)C)C)=O